(1S,3R,4S,5R)-3-((4-(4,8-dichloro-3-(2-hydroxypropan-2-yl)quinolin-6-yl)-5-fluoropyrimidin-2-yl)amino)-6,8-dioxabicyclo[3.2.1]octan-4-ol ClC1=C(C=NC2=C(C=C(C=C12)C1=NC(=NC=C1F)N[C@@H]1C[C@H]2CO[C@@H]([C@H]1O)O2)Cl)C(C)(C)O